styrene-Maleic Anhydride C(=CC1=CC=CC=C1)/C/1=C/C(=O)OC1=O